2-(3-Cyanophenyl)-3-(3-fluoro-2,6-dimethyl-4-pyridyl)pyrazolo[1,5-a]pyrimidine-5-carboxylic acid C(#N)C=1C=C(C=CC1)C1=NN2C(N=C(C=C2)C(=O)O)=C1C1=C(C(=NC(=C1)C)C)F